C(C1=CC=CC=C1)N1CCC(CC1)CCNC(=O)N1[C@@H](CN(CC1)C1=CC(=NC=C1)OC)C (2R)-N-[2-(1-benzylpiperidin-4-yl)ethyl]-4-(2-methoxypyridin-4-yl)-2-methylpiperazine-1-carboxamide